methyl 8-[4-(dimethylamino)-N-[(5E)-8-ethoxy-7,7-difluoro-8-oxooct-5-en-1-yl]butanamido]octadecanoate CN(CCCC(=O)N(CCCC\C=C\C(C(=O)OCC)(F)F)C(CCCCCCC(=O)OC)CCCCCCCCCC)C